[5-(3-Cyclopropoxyphenyl)-1-[(2-ethoxyphenyl)-methyl]-1H-pyrazol-3-yl]methanol C1(CC1)OC=1C=C(C=CC1)C1=CC(=NN1CC1=C(C=CC=C1)OCC)CO